O=CC oxapropene